O=C1C=C(OC2=C1C=CC=1N(C(=NC12)C(F)(F)F)CC(F)(F)F)C1=CC=C(C#N)C=C1 4-(6-oxo-3-(2,2,2-trifluoroethyl)-2-(trifluoromethyl)-3,6-dihydrochromeno[7,8-d]imidazol-8-yl)benzonitrile